Cl.Cl.C(CCCCCCCCCCCCC)(=O)O[C@@H](COP(=O)(O)OCC(COC([C@H](CCC(=O)O)N)=O)OC([C@H](CCC(=O)O)N)=O)COC(CCCCCCCCCCCCC)=O (4S,4'S)-5,5'-((3-((((R)-2,3-bis(tetradecanoyloxy)propoxy)(hydroxy)phosphoryl)oxy)propane-1,2-diyl)bis(oxy))bis(4-amino-5-oxopentanoic acid) dihydrochloride